ClC=1C=C2C(=CN1)O[C@]1(CN([C@H](C1)C)CC1=C(N=C(S1)NC(C)=O)F)C2 N-(5-(((2r,5's)-5-chloro-5'-methyl-3H-spiro[furo[2,3-c]pyridin-2,3'-pyrrolidin]-1'-yl)methyl)-4-fluorothiazol-2-yl)acetamide